FC1=C(OC[C@H]2CC(=NO2)C=2N=C(SC2)C2CC(NCC2)C(CN2N=C(C=C2C)C(F)(F)F)=O)C(=CC=C1)F 1-[4-[4-[5R-[(2,6-difluorophenoxy)methyl]-4,5-dihydro-3-isoxazolyl]-2-thiazolyl]-2-piperidinyl]-2-[5-methyl-3-(trifluoromethyl)-1H-pyrazol-yl]ethanone